N-(4-fluorophenyl)maleimide FC1=CC=C(C=C1)N1C(C=CC1=O)=O